CN1C(CCCC1)CO 1-methylpiperidine-2-methanol